2-(3-(Propan-2-yl)-5H,6H,7H-pyrrolo[2,1-c][1,2,4]triazol-7-yl)ethane-1-ol CC(C)C=1N2C(=NN1)C(CC2)CCO